2-(7-((2S,5R)-4-(1-(2,2-difluorobenzo[d][1,3]dioxol-4-yl)ethyl)-2,5-diethylpiperazin-1-yl)-4-methyl-5-oxo-4,5-dihydro-2H-pyrazolo[4,3-b]pyridin-2-yl)acetonitrile FC1(OC2=C(O1)C=CC=C2C(C)N2C[C@@H](N(C[C@H]2CC)C=2C=1C(N(C(C2)=O)C)=CN(N1)CC#N)CC)F